(3R)-3-amino-5-[(4-chlorophenyl)methyl]-7-[5-(5,5-difluoro-1-methyl-3-piperidyl)-1,3,4-oxadiazol-2-yl]-8-methyl-1,1-dioxo-2,3-dihydro-1λ6,5-benzothiazepin-4-one N[C@H]1CS(C2=C(N(C1=O)CC1=CC=C(C=C1)Cl)C=C(C(=C2)C)C=2OC(=NN2)C2CN(CC(C2)(F)F)C)(=O)=O